(R)-N-(7-(4-amino-1-(piperidin-3-yl)-1H-pyrazolo[3,4-d]pyrimidin-3-yl)benzo[d][1,3]dioxolan-4-yl)-4-cyanobenzamide NC1=C2C(=NC=N1)N(N=C2C2=CC=C(C1=C2OCO1)NC(C1=CC=C(C=C1)C#N)=O)[C@H]1CNCCC1